C(C)(C)SC=1C=NN(C1)C1(CN(C1)C=1C=2N(C=CC1)N=C(N2)NC=2C=NN(C2)CC(=O)N2CCN(CC2)C)CC#N 2-[3-(4-isopropylsulfanylpyrazol-1-yl)-1-[2-[[1-[2-(4-methylpiperazin-1-yl)-2-oxo-ethyl]pyrazol-4-yl]amino]-[1,2,4]triazolo[1,5-a]pyridin-8-yl]azetidin-3-yl]acetonitrile